[N+](=O)([O-])C1=CC=C(C(=O)OC2CC(C2)N2N=CC(=C2C(F)(F)F)C)C=C1 (1s,3s)-3-(4-methyl-5-(trifluoromethyl)-1H-pyrazol-1-yl)cyclobutyl 4-nitrobenzoate